Tert-butyl (2-(2-((2S*,4S*)-2-(aminomethyl)-5-chloro-2-phenyl-2,3-dihydrobenzofuran-4-yl)-3-fluorophenoxy)ethyl)carbamate NC[C@@]1(OC2=C(C1)C(=C(C=C2)Cl)C2=C(OCCNC(OC(C)(C)C)=O)C=CC=C2F)C2=CC=CC=C2 |o1:2|